N1C=NC=2N=CNC2C1=O 1,7-dihydro-6H-purin-6-one